2-bromo-5-((4-carbamoyl-1-(trans-4-cyanotetrahydro-2H-pyran-3-yl)-1H-pyrazol-3-yl)amino)-3-methylbenzoic acid methyl ester COC(C1=C(C(=CC(=C1)NC1=NN(C=C1C(N)=O)[C@@H]1COCC[C@H]1C#N)C)Br)=O